2-(2-(4-(2-bromophenyl)-1H-1,2,3-triazol-1-yl)ethoxy)ethane-1-amine BrC1=C(C=CC=C1)C=1N=NN(C1)CCOCCN